O[C@H]1[C@@H](CCC1)NC(C1=C(C=C(C=C1OC)N1C=NC2=C1C=CC(=C2)C=2C=NN(C2)C)OC)=O N-[(1R,2R)-2-hydroxycyclopentyl]-2,6-dimethoxy-4-[5-(1-methylpyrazol-4-yl)benzimidazol-1-yl]benzamide